11-azido-3,6,9-trioxaundecan-1-amine (-)-dibenzoyl-L-tartrate salt C(C1=CC=CC=C1)(=O)[C@]([C@](C(=O)O)(O)C(C1=CC=CC=C1)=O)(O)C(=O)O.N(=[N+]=[N-])CCOCCOCCOCCN